(2-Methoxy-4-(trifluoromethyl)phenyl)boric acid COC1=C(C=CC(=C1)C(F)(F)F)OB(O)O